COC(CC1=CC=C(C=C1)Cl)=O 2-(4-chlorophenyl)acetic acid methyl ester